6-(6-(((6-methoxypyridin-3-yl)methyl)-3,6-diazabicyclo[3.1.1]heptan-3-yl)pyridin-3-yl)-1H-pyrazolo[3',4':3,4]pyrazolo[1,5-a]pyridine-6-carbonitrile COC1=CC=C(C=N1)CC12CN(CC(N1)C2)C2=CC=C(C=N2)C2(C=CC=1N(C2)N=C2C1C=NN2)C#N